ClC1=CC=CC=2O[C@H](COC21)COC2=CC=C(C=C2)[C@H](CC(=O)OC)C#CC methyl (S)-3-(4-(((S)-5-chloro-2,3-dihydrobenzo[b][1,4]dioxin-2-yl) methoxy) phenyl)-4-hexynoate